9-(1-hydroxyethyl)-7-methyl-2-morpholino-pyrido[1,2-a]pyrimidin-4-one OC(C)C1=CC(=CN2C1=NC(=CC2=O)N2CCOCC2)C